N1=CC(=CC=C1)/C=C/C(=O)NCC1=CC=C(C(=O)NC2=C(C=C(C=C2)F)N)C=C1 4-(((E)-3-(pyridin-3-yl)acrylamido)methyl)-N-(2-amino-4-fluorophenyl)benzamide